campheneOne C12C(C=O)(C)C(=C)C(CC1)C2